(2-(2-methylbiphenyl-3-yl)-1,2,3,4-tetrahydroisoquinolin-6-yl)methanol CC1=C(C=CC=C1N1CC2=CC=C(C=C2CC1)CO)C1=CC=CC=C1